N-[[3-(hydroxymethyl)azetidin-3-yl]methyl]-2-[[4-[[2-(6-methyl-2-pyridyl)pyrimidin-4-yl]amino]pyrimidin-2-yl]amino]thiazole-4-carboxamide OCC1(CNC1)CNC(=O)C=1N=C(SC1)NC1=NC=CC(=N1)NC1=NC(=NC=C1)C1=NC(=CC=C1)C